methyl 2-[[5-(4-bromo-2,6-dichloro-phenoxy)-2-[(4-methoxyphenyl)methoxy]phenyl]sulfonyl-[(4-methoxyphenyl)methyl]amino]acetate BrC1=CC(=C(OC=2C=CC(=C(C2)S(=O)(=O)N(CC(=O)OC)CC2=CC=C(C=C2)OC)OCC2=CC=C(C=C2)OC)C(=C1)Cl)Cl